C1(=CC=CC=C1)N1OCC(C1C1=CC=C(C=C1)OC)C(=O)OC(C)C (E)-2-phenyl-3-4-methoxyphenyl-4-isopropyloxycarbonyl-isoxazoline